C(C)(C)C1=C(C=CC=C1)C(C)=O 1-(2-isopropylphenyl)ethanone